N1(CCCC1)CC=1C(=NC=CC1)B(O)O (3-(pyrrolidin-1-ylmethyl)pyridin-2-yl)boronic acid